1,4-Cyclohexandicarboxylat C1(CCC(CC1)C(=O)[O-])C(=O)[O-]